CC(C(=O)OC(C)(C)C)(C)OC1=CC=C(C=C1)\C=C\C(=O)C1=CC=C(C=2C=COC21)SC tert-butyl (E)-2-methyl-2-(4-(3-(4-(methylthio)benzofuran-7-yl)-3-oxoprop-1-en-1-yl)phenoxy)propanoate